OC[C@H]1[C@@H](CC1)[C@H](C=C)O (S)-1-((1R,2R)-2-(hydroxymethyl)cyclobutyl)prop-2-en-1-ol